trimethylnonylphenoxy ether CC=1C(=C(C(=C(OOOC2=C(C(=C(C(=C2)C)C)C)CCCCCCCCC)C1)CCCCCCCCC)C)C